1,1,5,5-tetramethyl-3,3-dimethoxy-1,5-bis(5-aminopentyl)trisiloxane C[Si](O[Si](O[Si](CCCCCN)(C)C)(OC)OC)(CCCCCN)C